2-bromo-4-{2-oxo-7-azaspiro[3.5]nonan-7-yl}benzoic acid BrC1=C(C(=O)O)C=CC(=C1)N1CCC2(CC(C2)=O)CC1